bromo-1'-(3-oxocyclobutyl)-2,3,5,6-tetrahydrospiro[pyran-4,3'-pyrrolo[3,2-b]pyridin]-2'(1'H)-one BrC1=CC=C2C(=N1)C1(C(N2C2CC(C2)=O)=O)CCOCC1